((S)-1-(((S)-1-hydroxy-3-((S)-2-oxopyrrolidin-3-yl)propan-2-yl)amino)-4-methyl-1-oxopentan-2-yl)carbamate OC[C@H](C[C@H]1C(NCC1)=O)NC([C@H](CC(C)C)NC([O-])=O)=O